1-[3-fluoro-4-(4-{2-[2-fluoro-5-(trifluoromethoxy)phenyl]acetamido}-1H-1,2,3-triazol-1-yl)butyl]-N-{[4-(trifluoromethyl)pyridin-2-yl]methyl}-1H-1,2,3-triazole-4-carboxamide FC(CCN1N=NC(=C1)C(=O)NCC1=NC=CC(=C1)C(F)(F)F)CN1N=NC(=C1)NC(CC1=C(C=CC(=C1)OC(F)(F)F)F)=O